benzyl (S)-2-(2-(3-cyclopropyl-5-(3,5-dimethyl-1H-pyrazol-1-yl) phenyl)-4-methoxy-4-carbonylbutyl)-2,6-diazaspiro[3.4]octane-6-carboxylate C1(CC1)C=1C=C(C=C(C1)N1N=C(C=C1C)C)[C@@H](CN1CC2(C1)CN(CC2)C(=O)OCC2=CC=CC=C2)CC(=C=O)OC